N1CCC(CC1)C1=CC=CC(=N1)C=1C=NN2C1C=CC=C2 3-[6-(4-piperidyl)-2-pyridyl]pyrazolo[1,5-a]pyridine